C1(=CC=CC=C1)N1C2=CC=CC=C2C=2C=C(C=CC12)C=1C=CC=2NC3=CC=CC=C3C2C1 3-(9-phenyl-9H-carbazol-3-yl)-carbazole